O-methyl-3'-O-tert-butyldimethylsilyl-uridine CO[C@H]1[C@@H](O[C@@H]([C@H]1O[Si](C)(C)C(C)(C)C)CO)N1C(=O)NC(=O)C=C1